4-(p-{2-allyl-1-[6-(1-methyl-4-piperidyloxy)-2-pyridyl]-3-oxo-1,2-dihydro-3H-1,2,5,7-tetraazainden-6-ylamino}phenyl)-1λ6,4-thiazinane-1,1-dione C(C=C)N1N(C2=NC(=NC=C2C1=O)NC1=CC=C(C=C1)N1CCS(CC1)(=O)=O)C1=NC(=CC=C1)OC1CCN(CC1)C